(R)-6-((1-(2-(4,4-dimethylpiperidin-1-yl)-6-methyl-4-oxo-4H-chromen-8-yl)ethyl)amino)-1H-indazole-7-carboxylic acid CC1(CCN(CC1)C=1OC2=C(C=C(C=C2C(C1)=O)C)[C@@H](C)NC1=CC=C2C=NNC2=C1C(=O)O)C